CN(C1CCC(CC1)C)CC1=CC=C(C=C1)B(O)O (4-([METHYL(4-METHYLCYCLOHEXYL)AMINO]METHYL)PHENYL)BORANEDIOL